ClC1=NC(=CC(=C1N)C)Cl 2,6-dichloro-4-methylpyridin-3-amine